C(CC(C)C)OCCCCCOCCC(C)C 1,5-diisopentyloxypentane